Cl.S1C(=NC2=C1N=CS2)N [1,3]thiazolo[5,4-d][1,3]thiazol-2-amine hydrochloride